FC1(CN(CC=C1C1=CC=C(C=C1)C1=NOC(N1)=O)C(=O)OC(C)(C)C)F tert-butyl 3,3-difluoro-4-(4-(5-oxo-4,5-dihydro-1,2,4-oxadiazol-3-yl) phenyl)-3,6-dihydropyridine-1(2H)-carboxylate